(1S,4S)-4-(3,4-dichlorophenyl)-1,2,3,4-tetrahydro-N-methyl-1-naphthalenamine hydrochloride Cl.ClC=1C=C(C=CC1Cl)[C@@H]1CC[C@@H](C2=CC=CC=C12)NC